C1=CC=CC=2C3=CC=CC=C3C(C12)COC(=O)N[C@H](CCSC)C(=O)O N-[(9H-fluoren-9-ylmethoxy)carbonyl]-D-methionine